BrC=1C=C2C=CC(=CC2=CC1)OC=1N=NNC1C(=O)OC methyl 4-((6-bromonaphthalen-2-yl) oxy)-1H-1,2,3-triazole-5-carboxylate